OC1=CC=2C(=CC=3C(N(C(C3C2)=O)CCC2=CC=C(C=C2)O)=O)C=C1OC 6-hydroxy-2-(4-hydroxyphenylethyl)-7-methoxy-1H-benzo[f]isoindole-1,3(2H)-dione